1-[2,6-Difluoro-4-(trifluoromethyl)phenyl]-N-methyl-methanamine FC1=C(C(=CC(=C1)C(F)(F)F)F)CNC